2-(4-(((5-fluoro-6-(3-methyl-5-(3-(trifluoromethyl)phenyl)morpholino)pyrimidin-4-yl)amino)methyl)-3-hydroxypiperidin-1-yl)acetamide FC=1C(=NC=NC1N1C(COCC1C1=CC(=CC=C1)C(F)(F)F)C)NCC1C(CN(CC1)CC(=O)N)O